Cl.ClC1=C(CNC(=NC2=NC(=CC(=N2)C2=CC(=CC=C2)[N+](=O)[O-])C2=CC=CC=C2)N)C=CC=C1 1-(2-chlorobenzyl)-2-(4-(3-nitrophenyl)-6-phenylpyrimidin-2-yl)guanidine hydrochloride